4-(5-((2-chloro-3-fluorophenyl)amino)-6-methyl-1H-pyrazolo[3,4-b]pyridin-1-yl)-N-(oxetan-3-yl)thiophene-2-carboxamide ClC1=C(C=CC=C1F)NC=1C=C2C(=NC1C)N(N=C2)C=2C=C(SC2)C(=O)NC2COC2